CCOC(=O)CCCCCC(C(=C)C(=O)O)C(=O)O The molecule is a tensyuic acid that is tensyuic acid B in which the methyl ester group has been replaced by an ethyl ester group. The (-) isomer. In contrast to (inactive) tensyuic acid B, tensyuic acid C shows moderate antimicrobial activity against Bacillus subtilis. It has a role as an Aspergillus metabolite and an antibacterial agent. It is a tensyuic acid, an ethyl ester and a dicarboxylic acid.